6-methyl-4-(p-toluenesulfonyl)morpholine CC1OCCN(C1)S(=O)(=O)C1=CC=C(C)C=C1